(5-(4-((4-(1H-pyrazol-4-yl)phenyl)amino)-5-fluoropyrimidin-2-yl)isoindolin-2-yl)(3,3-difluorocyclobutyl)methanone methyl-6-hydroxythieno[2,3-b]pyridine-2-carboxylate COC(=O)C1=CC=2C(=NC(=CC2)O)S1.N1N=CC(=C1)C1=CC=C(C=C1)NC1=NC(=NC=C1F)C=1C=C2CN(CC2=CC1)C(=O)C1CC(C1)(F)F